(2-chloro-4-iodophenyl)(4-(5-methyloxazolo[4,5-b]pyridin-2-yl)piperazin-1-yl)methanone ClC1=C(C=CC(=C1)I)C(=O)N1CCN(CC1)C=1OC=2C(=NC(=CC2)C)N1